ClC1=C(C(=CC=C1)F)NC(C1=C(C=C(C(=C1)F)C1=NC=2CNCCC2C=C1)O[C@H](C(F)(F)F)C)=O (S)-N-(2-Chloro-6-fluorophenyl)-5-fluoro-4-(5,6,7,8-tetrahydro-1,7-naphthyridin-2-yl)-2-((1,1,1-trifluoropropan-2-yl)oxy)benzamide